2-(5,6-dimethyl-1H-benzimidazol-2-yl)guanidine CC1=CC2=C(NC(=N2)N=C(N)N)C=C1C